hexyl (5-fluoro-1-((2R,5S)-2-(hydroxymethyl)-1,3-oxathiolan-5-yl)-2-oxo-1,2-dihydropyrimidin-4-yl)carbamate FC=1C(=NC(N(C1)[C@@H]1CS[C@@H](O1)CO)=O)NC(OCCCCCC)=O